indolyl-quinolon N1C(=CC2=CC=CC=C12)C=1C(NC2=CC=CC=C2C1)=O